tert-butyl (S)-4-((1-(3-(2,6-bis(benzyloxy)pyridin-3-yl)-1-methyl-1H-indazol-7-yl)pyrrolidin-3-yl)methyl)piperazine-1-carboxylate C(C1=CC=CC=C1)OC1=NC(=CC=C1C1=NN(C2=C(C=CC=C12)N1C[C@@H](CC1)CN1CCN(CC1)C(=O)OC(C)(C)C)C)OCC1=CC=CC=C1